tert-butyl (2R)-4-[3-(4-bromo-3-methyl-phenoxy)propyl]-2-methyl-piperidine-1-carboxylate BrC1=C(C=C(OCCCC2C[C@H](N(CC2)C(=O)OC(C)(C)C)C)C=C1)C